C(CCCCCCCCCCCCCCC)C(O)[C@@H](O)CO hexadecyl-sn-glycerol